C[C@H]1[C@@H](C[C@H]([C@@H](O1)OCCCCCCCCCCCCCCC(=O)SCCNC(=O)CCNC(=O)[C@@H](C(C)(C)COP(=O)([O-])OP(=O)([O-])OC[C@@H]2[C@H]([C@H]([C@@H](O2)N3C=NC4=C(N=CN=C43)N)O)OP(=O)([O-])[O-])O)O)O The molecule is an acyl-CoA(4-) obtained by deprotonation of the phosphate and diphosphate groups of oscr#26-CoA; major species at pH 7.3. It is a conjugate base of an oscr#26-CoA.